3-(difluoromethyl)-N-(2,3-dihydro-1,1,3-tri-methyl-1H-inden-4-yl)-1-methyl-1H-pyrazole-4-carboxamide FC(C1=NN(C=C1C(=O)NC1=C2C(CC(C2=CC=C1)(C)C)C)C)F